OC(=O)C(F)(F)F.NCCOCCOCCCOCC(=O)N[C@H](C(=O)N1[C@@H](C[C@H](C1)O)C(=O)NCC1=CC=C(C=C1)C1=C(N=CS1)C)C(C)(C)C (2S,4R)-1-[(2S)-2-(2-{3-[2-(2-aminoethoxy)ethoxy]-propoxy}acetamido)-3,3-dimethylbutanoyl]-4-hydroxy-N-{[4-(4-methyl-1,3-thiazol-5-yl)phenyl]methyl}pyrrolidine-2-carboxamide TFA salt